(3R)-3-{[7-methoxy-2-(1-methyl-1H-pyrazol-4-yl)[1,2,4]triazolo[1,5-c]quinazolin-5-yl]amino}azepan-2-one COC1=CC=CC=2C=3N(C(=NC12)N[C@H]1C(NCCCC1)=O)N=C(N3)C=3C=NN(C3)C